((3R,4S)-4-amino-3-fluoropiperidin-1-yl)(3,4-dichloro-5-fluoro-1H-indol-2-yl)methanone N[C@@H]1[C@@H](CN(CC1)C(=O)C=1NC2=CC=C(C(=C2C1Cl)Cl)F)F